4,7-dicyano-1,10-phenanthroline C(#N)C1=CC=NC2=C3N=CC=C(C3=CC=C12)C#N